(4-(4-amino-7-(1-isobutyrylpiperidin-4-yl)pyrrolo[2,1-f][1,2,4]triazin-5-yl)phenyl)-5-(3-cyanophenyl)-1-isopropyl-6-methyl-4-oxo-1,4-dihydropyridine-3-carboxamide NC1=NC=NN2C1=C(C=C2C2CCN(CC2)C(C(C)C)=O)C2=CC=C(C=C2)C=2N(C(=C(C(C2C(=O)N)=O)C2=CC(=CC=C2)C#N)C)C(C)C